N1(N=NC2=C1C=CC=C2)C(=O)C=2C(=NC(=NC2)SC)NC2CCCC2 (1H-Benzo[d][1,2,3]triazol-1-yl)(4-(cyclopentylamino)-2-(methylthio)pyrimidin-5-yl)methanone